N1C=NCCC1 1,4,5,6-tetra-hydropyrimidin